[Cl-].C(C1=CC=CC=C1)[N+](CCCCCCCCCCCC)(C)CC benzyl-ethyl-methyl-dodecyl-ammonium chloride